2-(3-((2-((4-(4-(azetidin-1-yl)piperidin-1-yl)-3-methoxyphenyl)amino)-5-methylthieno[2,3-d]pyrimidin-4-yl)amino)-5-fluorophenyl)propan-2-ol N1(CCC1)C1CCN(CC1)C1=C(C=C(C=C1)NC=1N=C(C2=C(N1)SC=C2C)NC=2C=C(C=C(C2)F)C(C)(C)O)OC